1,4-diazacycloheptaneN N1=CCNCCC1